1-(((3S)-1-((3-cyano-1-azetidinyl)sulfonyl)-3-piperidinyl)carbonyl)-N-((1R)-1-(4-methylphenyl)ethyl)-D-prolinamide C(#N)C1CN(C1)S(=O)(=O)N1C[C@H](CCC1)C(=O)N1[C@H](CCC1)C(=O)N[C@H](C)C1=CC=C(C=C1)C